2-Benzo[1,3]dioxol-5-yl-7-(4-fluoro-piperidin-1-yl)-imidazo[1,2-a]pyridine O1COC2=C1C=CC(=C2)C=2N=C1N(C=CC(=C1)N1CCC(CC1)F)C2